C(CCCCCCC)C(CCCCCCCC)OC(CCCCCCCOC(=O)[C@H]1N(CC(C1)OC(CCNCC1=CC=CC=C1)=O)CCCCCC(OCCCCCCCCCCC)=O)=O [8-(1-octylnonoxy)-8-oxo-octyl](2S)-4-[3-(benzylamino)propanoyloxy]-1-(6-oxo-6-undecoxy-hexyl)pyrrolidine-2-carboxylate